ClC1=CC=C(C=C1)C1(OCC2=CC(=CC=C12)C=1SC(=CC1)Cl)CCN(CC(=O)O)C N-{2-[1-(4-Chloro-phenyl)-5-(5-chloro-thiophen-2-yl)-1,3-dihydro-isobenzofuran-1-yl]-ethyl}-N-methyl-glycine